isopropyl 2-[(1,3-dihydropyrrolo[3,4-c]pyridine-2-carbonylamino)methyl]-6-azaspiro[2.5]octane-6-carboxylate C1N(CC=2C=NC=CC21)C(=O)NCC2CC21CCN(CC1)C(=O)OC(C)C